ethyl 1-(6-chloro-2-oxopyridin-1(2H)-yl)cyclopropane-1-carboxylate ClC1=CC=CC(N1C1(CC1)C(=O)OCC)=O